(R)-7-hydroxy-6-methoxy-4-methyl-3-(2-(2-methylmorpholino)-2-oxoethyl)-2H-chromen-2-one OC1=C(C=C2C(=C(C(OC2=C1)=O)CC(=O)N1C[C@H](OCC1)C)C)OC